4-[4-(4-fluorophenyl)-1-(2-{2-oxa-6-azaspiro[3.4]octan-6-yl}-2-oxoethyl)-1H-imidazol-5-yl]pyridin FC1=CC=C(C=C1)C=1N=CN(C1C1=CC=NC=C1)CC(=O)N1CC2(COC2)CC1